C12N(CC(NC1)CC2)C=2C1=C(N=C(N2)OC([2H])([2H])[C@]23CCC(N3C[C@@H](C2)F)([2H])[2H])C(=C(N=C1)C1=CC(=CC2=CC=C(C(=C12)F)F)O)F 4-(4-(2,5-Diazabicyclo[2.2.2]octan-2-yl)-8-fluoro-2-(((2R,7aS)-2-fluorotetrahydro-1H-pyrrolizin-7a(5H)-yl-5,5-d2)methoxy-d2)pyrido[4,3-d]pyrimidin-7-yl)-5,6-difluoronaphthalen-2-ol